Naphthyl phenyl ketone C1=CC=C(C=C1)C(=O)C2=CC=CC3=CC=CC=C32